ClC1=C(C=CC=C1)[C@H]([C@@H](C)NS(=O)(=O)C1=CC=C(C=C1)OC(F)(F)F)OC N-((1R,2R)-1-(2-chlorophenyl)-1-methoxypropan-2-yl)-4-(trifluoromethoxy)benzenesulfonamide